5-Bromo-2-methyl-N-(3,3,3-trifluoropropyl)-1,2,4-triazol-3-amine BrC=1N=C(N(N1)C)NCCC(F)(F)F